NC1=NC(NC=N1)=O 4-amino-1,3,5-triazin-2-one